C(CCCCC)(=O)OC=1C(=NN(C(C1C1=C(SC2=C1C=CC(=C2)F)C2=C(C=C(C=C2)F)OCC)=O)C)C [5-[2-(2-ethoxy-4-fluoro-phenyl)-6-fluoro-benzothien-3-yl]-1,3-dimethyl-6-oxo-pyridazin-4-yl] hexanoate